6,7-dimethoxy-9-(quinoxalin-6-yl)naphtho[2,3-c]furan-1(3H)-one COC1=CC2=CC3=C(C(OC3)=O)C(=C2C=C1OC)C=1C=C2N=CC=NC2=CC1